C(C)(C)(C)OC(NC1=C(C=C(C=C1)[C@@H](COC)N1C(N[C@@H](C1)C(F)(F)F)=O)F)=O (2-fluoro-4-((S)-2-methoxy-1-((S)-2-oxo-4-(trifluoromethyl)imidazolidin-1-yl)ethyl)phenyl)carbamic acid tert-butyl ester